CCCCCCC=CC=CC=O undecadienal